1-(1-naphthyl)ethanone oxime C1(=CC=CC2=CC=CC=C12)C(C)=NO